((tert-butyldimethylsilyl)oxy)-6-chloronaphthalen-2-ol [Si](C)(C)(C(C)(C)C)OC1=C(C=CC2=CC(=CC=C12)Cl)O